phenylglyoxylic acid (phenylglyoxalate) C1(=CC=CC=C1)C(C(=O)O)=O.C1(=CC=CC=C1)C(C(=O)O)=O